((1R,4R)-4-(1-isopropyl-4-(trifluoromethyl)-1H-imidazol-2-yl)cyclohexyl)methanol C(C)(C)N1C(=NC(=C1)C(F)(F)F)C1CCC(CC1)CO